BrC1=CC=C2C(=NN(C2=C1)C)C(C)OC1=CC=C(C=C1)OC(F)(F)F 6-bromo-1-methyl-3-[1-[4-(trifluoromethoxy)phenoxy]ethyl]indazole